5-chloro-4-(1-methyl-1H-benzo[d]imidazol-5-yl)-N-(4-(piperazin-1-yl)phenyl)pyrimidin-2-amine ClC=1C(=NC(=NC1)NC1=CC=C(C=C1)N1CCNCC1)C1=CC2=C(N(C=N2)C)C=C1